1,3-dimethylpyrrolidinium mesylate S(C)(=O)(=O)[O-].C[NH+]1CC(CC1)C